N-(4-(3-amino-7-(imidazo[1,2-a]pyridin-2-yl)-1H-pyrazolo[4,3-c]pyridin-4-yl)benzyl)-5-fluoro-2-methoxybenzamide NC1=NNC2=C1C(=NC=C2C=2N=C1N(C=CC=C1)C2)C2=CC=C(CNC(C1=C(C=CC(=C1)F)OC)=O)C=C2